CS(=O)(=O)B1C(C(=C(C(=C1S(=O)(=O)C)S(=O)(=O)C)S(=O)(=O)C)S(=O)(=O)C)S(=O)(=O)C 1,2,3,4,5,6-hexakis(methylsulfonyl)-2H-borinine